C(C)(C)(C)[C@@H]1CC=2C=C3C(=NC2CC1)SC(=N3)C(=O)N[C@H](CCN3CCC(CC3)O)C3=CC(=CC=C3)N3C(OC1(C3)CC[NH2+]CC1)=O (7S)-7-tert-butyl-N-[(1R)-3-(4-hydroxy-1-piperidyl)-1-[3-(2-oxo-1-oxa-3-aza-8-azoniaspiro[4.5]decan-3-yl)phenyl]propyl]-5,6,7,8-tetrahydrothiazolo[5,4-b]quinoline-2-carboxamide